ClC=1C=C2C(=CNC2=CC1)C[C@@H](C(=O)N[C@H](C(=O)OC(C)C)CCC(C=[N+]=[N-])=O)O isopropyl (S)-2-((S)-3-(5-chloro-1H-indol-3-yl)-2-hydroxypropanamido)-6-diazo-5-oxohexanoate